tert-butyl N-{2-[(4-{[1-tert-butyl-4-cyano-3-(4-nitrophenyl)-1H-pyrazol-5-yl]amino}pyridin-2-yl)oxy]ethyl}carbamate C(C)(C)(C)N1N=C(C(=C1NC1=CC(=NC=C1)OCCNC(OC(C)(C)C)=O)C#N)C1=CC=C(C=C1)[N+](=O)[O-]